2-chloro-5-[[7-(trifluoromethylsulfonyl)-1H-indazol-4-yl]oxy]benzonitrile ClC1=C(C#N)C=C(C=C1)OC1=C2C=NNC2=C(C=C1)S(=O)(=O)C(F)(F)F